CS(=O)(=O)C1=CC=C(C=C1)C1=CC=C(C=C1)CN(C1=CC(=NC=2N1N=C(C2C=2C(=CC(=NC2)N(C)C)C)C)C)C 5-[7-({[4-(4-methanesulfonylphenyl)phenyl]methyl}(methyl)amino)-2,5-dimethylpyrazolo[1,5-a]pyrimidin-3-yl]-N,N,4-trimethylpyridin-2-amine